1-benzo[1,3]dioxol-5-ylcyclopropane-1-carboxylic acid O1COC2=C1C=CC(=C2)C2(CC2)C(=O)O